6-(1-methyl-2-oxo-1,2-dihydropyridin-4-yl)imidazo[1,2-a]pyrimidine-2-carboxylic acid CN1C(C=C(C=C1)C=1C=NC=2N(C1)C=C(N2)C(=O)O)=O